(S)-2-((3r,4r)-1-(tert-butoxycarbonyl)-3-methylpiperidine-4-carboxamido)-9-(5,6,7,8-tetrahydro-1,8-naphthyridin-2-yl)nonanoic acid C(C)(C)(C)OC(=O)N1C[C@@H]([C@@H](CC1)C(=O)N[C@H](C(=O)O)CCCCCCCC1=NC=2NCCCC2C=C1)C